IC1=NN(C=C1C)C=1C=C2CCN(CC2=CC1)C(=O)OC(C)(C)C tert-butyl 6-(3-iodo-4-methyl-pyrazol-1-yl)-3,4-dihydro-1H-isoquinoline-2-carboxylate